(1s,4r)-4-(((6-(2-chloro-3-(3-chloro-2-(4-((((1r,4s)-4-hydroxycyclohexyl)amino)methyl)-3-methoxyphenyl)pyridin-4-yl)phenyl)-2-methoxypyridin-3-yl)methyl)amino)cyclohexan-1-ol ClC1=C(C=CC=C1C1=C(C(=NC=C1)C1=CC(=C(C=C1)CNC1CCC(CC1)O)OC)Cl)C1=CC=C(C(=N1)OC)CNC1CCC(CC1)O